4-(2-acryloyl-2,6-diazaspiro[3.4]octan-6-yl)-6-(5-methyl-1H-indazol-4-yl)-2-(tetrahydro-2H-pyran-4-yl)pyrimidine-5-carbonitrile C(C=C)(=O)N1CC2(C1)CN(CC2)C2=NC(=NC(=C2C#N)C2=C1C=NNC1=CC=C2C)C2CCOCC2